4-chloro-5-(4,4-difluoropiperidin-1-yl)picolinic acid methyl ester COC(C1=NC=C(C(=C1)Cl)N1CCC(CC1)(F)F)=O